7-Bromo-1-methyl-2-oxo-4-{2-[4-(trifluoromethoxy)phenyl]-2,6-diazaspiro[3.4]oct-6-yl}-1,2-dihydroquinoline-3-carbonitrile BrC1=CC=C2C(=C(C(N(C2=C1)C)=O)C#N)N1CC2(CN(C2)C2=CC=C(C=C2)OC(F)(F)F)CC1